4-[(1-pyrrolidinyl)carbonyl]-phenylboronic acid N1(CCCC1)C(=O)C1=CC=C(C=C1)B(O)O